C(#C)[Si](C)(C)C ethynyltri(methyl)silane